P(=O)(O)(O)O[C@H]1C([C@@H](O[C@@H]1CO)N1C(=O)NC(=O)C(C)=C1)CCOC 2'-methoxyethylthymidine-3'-phosphate